FC(C(=O)N1[C@H](CN(CC1)C=1C2=C(N=C(N1)OC[C@H]1N(CCC1)C)CN(CC2)C2=CC=CC1=CC=CC(=C21)[14CH3])CC#N)=C 2-((S)-1-(2-fluoroacryloyl)-4-(7-(8-(methyl-14C)naphthalen-1-yl)-2-(((S)-1-methylpyrrolidin-2-yl)methoxy)-5,6,7,8-tetrahydropyrido[3,4-d]pyrimidin-4-yl)piperazin-2-yl)acetonitrile